BrC1=C(C(=C)C)C=CC(=C1)Br 2,4-dibromo-α-methylstyrene